NC1=CC(=NC(=C1C#N)C1=NC=CN=C1)C1=NC=CN=C1 4-amino-2,6-di(pyrazin-2-yl)nicotinonitrile